5-methylene-1,3-dioxane-2-carboxylic acid ethyl ester C(C)OC(=O)C1OCC(CO1)=C